4-(4-diethylaminophenylazo)pyridine C(C)N(C1=CC=C(C=C1)N=NC1=CC=NC=C1)CC